OCC1(CCC1)NC=1C2=C(N=C(N1)NCC1=CC=C(CN3CCC(CC3)C=3C=C4CN(C(C4=CC3)=O)C3C(NC(CC3)=O)=O)C=C1)CC[S@]2=O 3-(5-(1-(4-((((R)-4-((1-(Hydroxymethyl)cyclobutyl)amino)-5-oxido-6,7-dihydro-thieno[3,2-d]pyrimidin-2-yl)amino)methyl)benzyl)piperidin-4-yl)-1-oxoisoindolin-2-yl)-piperidine-2,6-dione